1H-benzoimidazol N1C=NC2=C1C=CC=C2